C(C)OC(CN1C(N(C2=C1C=CC=C2C)C2=CC=C(C=C2)C2=C1C(=CN=C2)N(N=C1)C)=O)=O 2-[4-methyl-3-[4-(1-methylpyrazolo[3,4-C]pyridin-4-yl)phenyl]-2-oxobenzimidazol-1-yl]acetic acid ethyl ester